C(C)(C)(C)OC(=O)N1C[C@@H](CC1)CC(=O)N1C(OC[C@H]1CC1=CC=CC=C1)=O (3S)-3-[2-[(4R)-4-benzyl-2-oxo-oxazolidin-3-yl]-2-oxo-ethyl]pyrrolidine-1-carboxylic acid tert-butyl ester